2,6-dimethoxybenzoylbenzylbutylphosphine oxide COC1=C(C(=O)P(CCCC)(CC2=CC=CC=C2)=O)C(=CC=C1)OC